O1CC[C@@H](C2=CC=CC=C12)NC(=O)[C@@H]1[C@H](C1)CN1C(NC(CC1=O)(CC)CC)=[NH2+] [1-[[(1S,2S)-2-[[(4S)-chroman-4-yl]carbamoyl]cyclopropyl]methyl]-4,4-diethyl-6-oxo-hexahydropyrimidin-2-ylidene]ammonium